2-(bromomethyl)-7-(trifluoromethyl)benzothiophene BrCC=1SC2=C(C1)C=CC=C2C(F)(F)F